CCC1=C[NH+](CCC1)CCC2=C(NC3=CC=CC=C32)C(=C)C(=O)OC The molecule is a tertiary ammonium ion that is the conjugate acid of secodine, obtained by protonation of the nitrogen atom of the tetrahydropyridine moiety. The major microspecies at pH 7.3. It is a conjugate acid of a secodine.